2-chloro-1-methyl-4-nitrobenzene ClC1=C(C=CC(=C1)[N+](=O)[O-])C